1-(3-carbamoyl-5-methylthiophen-2-yl)-N-(6-methoxy-1H-benzo[d]imidazol-2-yl)-2,5-dimethyl-1H-pyrrole-3-carboxamide C(N)(=O)C1=C(SC(=C1)C)N1C(=C(C=C1C)C(=O)NC1=NC2=C(N1)C=C(C=C2)OC)C